N1-(5-Chloropyridin-2-yl)-N2-((1S,2R,4S)-4-[(dimethylamino)carbonyl]-2-{[(5-methyl-4,5,6,7-tetrahydrothiazolo[5,4-c]pyridin-2-yl)carbonyl]amino}-cyclohexyl)ethandiamid ClC=1C=CC(=NC1)NC(C(=O)N[C@@H]1[C@@H](C[C@H](CC1)C(=O)N(C)C)NC(=O)C=1SC=2CN(CCC2N1)C)=O